rac-N'-[(3S,4R)-4-({[(1s,4S)-4-tert-butylcyclohexyl]oxy}methyl)-7-methyl-6-oxo-1,3,4,6-tetrahydro-2H-quinolizin-3-yl]-N,N-dimethylsulfuric diamide C(C)(C)(C)C1CCC(CC1)OC[C@H]1[C@H](CCC2=CC=C(C(N12)=O)C)NS(N(C)C)(=O)=O |r|